C1(=CC=CC=C1)S(=O)(=O)NC=1C(=C(C=CC1)/C=C/CCCOC1=C(C=CC=C1)CCC(=O)O)C(F)(F)F 3-[2-[(E)-5-[3-(Benzenesulfonamido)-2-(trifluoromethyl)phenyl]pent-4-enoxy]phenyl]propanoic acid